ClC=1C=CC(=NC1)C1(CC1)N 1-(5-chloropyridin-2-yl)cyclopropan-1-amine